1-(8-(4-cyano-2-fluorophenyl)-6,9-dioxo-5-(4-(trifluoromethyl)benzyl)-5,8-diazaspiro[3.5]nonan-2-yl)-3-(oxetan-3-yl)urea C(#N)C1=CC(=C(C=C1)N1CC(N(C2(CC(C2)NC(=O)NC2COC2)C1=O)CC1=CC=C(C=C1)C(F)(F)F)=O)F